2-(3-Cis-hydroxycyclobutoxy)acetic acid tert-butyl ester C(C)(C)(C)OC(COC1(CCC1)O)=O